OCCC1=C(C(=O)[O-])C=CC(=C1)C(=O)[O-] (hydroxyethyl)-terephthalate